3-methyl-9-oxo-2,4-bis(thiazol-4-yl)-7-(pyridin-2-ylmethyl)-3,7-diazabicyclo[3.3.1]nonane-1,5-dicarboxylic acid dimethyl ester COC(=O)C12C(N(C(C(CN(C1)CC1=NC=CC=C1)(C2=O)C(=O)OC)C=2N=CSC2)C)C=2N=CSC2